C(C)OC(CC(=O)C=1OC2=C(C1)C=C(C=C2)OCOC)=O 3-[5-(methoxymethoxy)-1-benzofuran-2-yl]-3-oxopropanoic acid ethyl ester